[C@H]1([C@H](C1)C=1C=2N(N=C(C1)C=1C(NC(NC1)=O)=O)C=CN2)C2CC2 5-(8-((1R,2S)-[1,1'-bi(cyclopropan)]-2-yl)imidazo[1,2-b]pyridazin-6-yl)pyrimidine-2,4(1H,3H)-dione